CC(C)(C1=CC=NC=C1)NC(O)=O.CN1CC(CC1)OC1=CC(=C(N)C=C1)[N+](=O)[O-] 4-(1-methylpyrrolidin-3-yl)oxy-2-nitro-aniline 1-methyl-1-(4-pyridyl)ethyl-carbamate